2,3-dimethylnaphthothiazole CC=1S(C2=C(N1)C1=CC=CC=C1C=C2)C